4-(4-phenyl-6-(3-(4,4,5,5-tetramethyl-1,3,2-dioxaborolan-2-yl)phenyl)-1,3,5-triazin-2-yl)benzonitrile C1(=CC=CC=C1)C1=NC(=NC(=N1)C1=CC(=CC=C1)B1OC(C(O1)(C)C)(C)C)C1=CC=C(C#N)C=C1